O1OC(CCCC1)=O Dioxepanon